C[C@H](CCCC(C)COCC(C)CCC[C@@H](C)[C@H]1CC[C@@H]2[C@@]1(CC[C@H]3[C@H]2CCC4[C@@]3(CCCC4)C)C)[C@H]5CC[C@@H]6[C@@]5(CC[C@H]7[C@H]6CCC8[C@@]7(CCCC8)C)C cholestanyl ether